2-[3-[2-oxo-3-(3-oxo-4H-pyrido[3,2-b][1,4]oxazin-6-yl)-1,3-oxazolidin-5-yl]propylamino]-2,3-dihydro-1H-indene-4-carbonitrile O=C1OC(CN1C=1C=CC=2OCC(NC2N1)=O)CCCNC1CC=2C=CC=C(C2C1)C#N